NC1=NC=C(C=N1)C=1C=C(C=C(C1)N1CCOCC1)S(=O)(=O)C1CN(C1)C(C(C)C)=O 1-(3-((3-(2-aminopyrimidin-5-yl)-5-morpholinophenyl)sulfonyl)azetidin-1-yl)-2-methylpropan-1-one